C(C)(=O)C1=C(C(=C(C2=C1OC=1[C@@]2(C(C=2C(=NN(C2C1)C=1SC2=C(N1)C=CC=C2)C)=O)C)O)C)O (R)-8-acetyl-1-(benzo[d]thiazol-2-yl)-5,7-dihydroxy-3,4a,6-trimethyl-1,4a-dihydro-4H-benzofuro[3,2-f]indazol-4-one